C(C1=CC=CC=C1)OC(=O)NC(C(=O)[O-])CCC(NCCOCCOCC(NCCOCCOCC(NCCCCCC(=O)[O-])=O)=O)=O (((benzyloxy)carbonyl)amino)-5,14,23-trioxo-9,12,18,21-tetraoxa-6,15,24-triazatriacontanedioate